C(#N)C1=C(C(=C(N=N1)N1CC2=C(CC1)N=CS2)C)C 5-(6-cyano-4,5-dimethylpyridazin-3-yl)-4,5,6,7-tetrahydrothiazolo[5,4-c]pyridine